C(C1=CC=CC=C1)OC=1C(=NN(C(C1C)=O)CC(=O)O)C(C)C 2-(4-(benzyloxy)-3-isopropyl-5-methyl-6-oxopyridazin-1(6H)-yl)acetic acid